OC[C@H]1N(CCC1)CCCOCCC(=O)OC methyl (S)-3-(3-(2-(hydroxymethyl)pyrrolidin-1-yl)propoxy)propanoate